COC1=CC=C(N=N1)C1=CNC2=C1N=C(N=C2C2=CC=NC=C2)N2CCOCC2 4-(7-(6-methoxypyridazin-3-yl)-4-(pyridin-4-yl)-5H-pyrrolo[3,2-d]pyrimidin-2-yl)morpholine